tert-Butyl N-(6-chloro-3-iodo-1H-indol-4-yl)carbamate ClC1=CC(=C2C(=CNC2=C1)I)NC(OC(C)(C)C)=O